1-(6-(4-(2,3-dichlorophenyl)-5,6,7,8-tetrahydro-2-quinazolinyl)-2,6-diazaspiro[3.4]octan-2-yl)-2-propen-1-one ClC1=C(C=CC=C1Cl)C1=NC(=NC=2CCCCC12)N1CC2(CN(C2)C(C=C)=O)CC1